6-(3-(5-(4-(4,4-difluoropiperidin-1-yl)cyclohexyl)-4-methylpyridin-2-yl)-4-isopropyl-1H-pyrazol-5-yl)-8-methoxy-[1,2,4]triazolo[1,5-a]pyridine FC1(CCN(CC1)C1CCC(CC1)C=1C(=CC(=NC1)C1=NNC(=C1C(C)C)C=1C=C(C=2N(C1)N=CN2)OC)C)F